O=C1C[C@H]2CCC[C@@H](C1)N2C(=O)C2=C(C(=CC(=C2)Br)[N+](=O)[O-])N[C@H]2CN(CCC2)C(=O)C=2C=NC=C(C2)NC ((R)-3-((2-((1R,5S)-3-oxo-9-azabicyclo[3.3.1]nonane-9-carbonyl)-4-bromo-6-nitrophenyl)amino)piperidin-1-yl)(5-(methylamino)pyridin-3-yl)methanone